ClC1=C(C=CC(=C1)CNCCC(=O)NCCCNC1=C2C=NNC2=CC(=C1)CO)C1=CC=CC=C1 3-(((2-chloro-[1,1'-biphenyl]-4-yl)methyl)amino)-N-(3-((6-(hydroxymethyl)-1H-indazol-4-yl)amino)propyl)propanamide